O[C@H](CNC(=O)C1=NC=NC(=C1)NC1CC2(C1)CCC2)[C@H]2NCC1=CC(=CC=C1C2)O N-[(2R)-2-hydroxy-2-[(3S)-7-hydroxy-1,2,3,4-tetrahydroisoquinolin-3-yl]ethyl]-6-(spiro[3.3]heptan-2-ylamino)pyrimidine-4-carboxamide